C(C1=CC=CC=C1)N(C(=O)O[C@@H](C(C)C)C1=NC=CC=C1)CCOC1=CC(=CC=C1)S(=O)(=O)N1CCC(CC1)N (S)-2-methyl-1-(pyridin-2-yl)propan-1-ol benzyl-(2-(3-((4-aminopiperidin-1-yl)sulfonyl)phenoxy)ethyl)carbamate